OCCNC(CCCCCCCCC=C)=O N-(2-hydroxyethyl)-undec-10-enamide